O(C1=CC=CC=C1)CCSC1=NC2=C(N1)C=CC=C2 2-((2-phenoxyethyl)thio)-1H-benzimidazole